triphenylmethyl-boronic acid pinacol ester C1(=CC=CC=C1)C(C1=CC=CC=C1)(C1=CC=CC=C1)B1OC(C)(C)C(C)(C)O1